4-(4-chlorophenyl)-1H-pyrazole ClC1=CC=C(C=C1)C=1C=NNC1